difluoro-1-methyl-5-(6-((1-(trifluoromethyl)cyclopropyl)ethynyl)-2,3,4,5-tetrahydro-1H-benzo[b]azepin-1-yl)-[1,2,4]triazolo[4,3-a]quinazoline FC=1C(=C2C(=NC=3N(C2=CC1)C(=NN3)C)N3C1=C(CCCC3)C(=CC=C1)C#CC1(CC1)C(F)(F)F)F